N-(3-(Tert-butyl)-1-isopropyl-1H-pyrazol-5-yl)-6-(imidazo[1,2-a]pyridin-3-carbonyl)-4,5,6,7-tetrahydrothieno[2,3-c]pyridin-3-carboxamid C(C)(C)(C)C1=NN(C(=C1)NC(=O)C1=CSC=2CN(CCC21)C(=O)C2=CN=C1N2C=CC=C1)C(C)C